1-(benzo[d][1,3]dioxol-4-ylmethyl)-3-fluoro-5-(2-(3-(2-fluorobenzyloxy)-3-phenylpropylsulfonyl)-6-methylpyrimidin-4-yl)pyridin-2(1H)-one O1COC2=C1C=CC=C2CN2C(C(=CC(=C2)C2=NC(=NC(=C2)C)S(=O)(=O)CCC(C2=CC=CC=C2)OCC2=C(C=CC=C2)F)F)=O